N-butyl-bis(methoxycarbonylmethyl)amine C(CCC)N(CC(=O)OC)CC(=O)OC